C1OCC12CN(C2)C2=CC=CC(=N2)C2=NC1=CC(=NC=C1C=C2)CNC(C2=CC(=C(C=C2)C)S(=O)(=O)C)=O N-((2-(6-(2-oxa-6-azaspiro[3.3]heptan-6-yl)pyridin-2-yl)-1,6-naphthyridin-7-yl)methyl)-4-methyl-3-(methylsulfonyl)benzamide